C(C)N1N=CC=C1C(=O)N[C@H](C(NC1=NC=CC(=C1)C[C@@H]1C(N[C@@H](C1)C(F)(F)F)=O)=O)C1CCC(CC1)C 1-Ethyl-N-((S)-1-((1r,4S)-4-methylcyclohexyl)-2-oxo-2-((4-(((3S,5S)-2-oxo-5-(trifluoromethyl)pyrrolidin-3-yl)methyl)pyridin-2-yl)amino)ethyl)-1H-pyrazole-5-carboxamide